isononyl isotridecanoate C(CCCCCCCCCC(C)C)(=O)OCCCCCCC(C)C